(E)-1-(2,4-dihydroxy-5-isopropylphenyl)-3-(3,4-dimethoxyphenyl)prop-2-en-1-one OC1=C(C=C(C(=C1)O)C(C)C)C(\C=C\C1=CC(=C(C=C1)OC)OC)=O